Diethyl-4,4'-dimethoxybenzophenone C(C)C=1C(=C(C(=O)C2=CC=C(C=C2)OC)C=CC1OC)CC